1-(4-(4-(3-oxa-8-azabicyclo[3.2.1]octan-8-yl)-6-morpholino-1,3,5-triazin-2-yl)phenyl)-3-(1-oxo-1,3-dihydroisobenzofuran-5-yl)urea C12COCC(CC1)N2C2=NC(=NC(=N2)N2CCOCC2)C2=CC=C(C=C2)NC(=O)NC=2C=C1COC(C1=CC2)=O